C(C=C)(=O)N1CCN(CC1)C1=NC(N2C3=C(C(=C(C=C13)C(F)(F)F)C1=CC=C(C=C1)F)SC[C@@H]2COCOC)=O (S)-7-(4-acryloylpiperazin-1-yl)-10-(4-fluorophenyl)-3-((methoxymethoxy)methyl)-9-(trifluoromethyl)-2,3-dihydro-5H-[1,4]thiazino[2,3,4-ij]quinazolin-5-one